N-(7-chloro-6-(4-(4-hydroxy-3-methyltetrahydrofuran-3-yl)piperazin-1-yl)isoquinolin-3-yl)bicyclo[1.1.1]pentane-1-carboxamide ClC1=C(C=C2C=C(N=CC2=C1)NC(=O)C12CC(C1)C2)N2CCN(CC2)C2(COCC2O)C